C(C1=CC=CC=C1)[C@]1(N(CC[C@H](C1)NC(=O)OCC[Si](C)(C)C)C(=O)O)CC.[N+](=O)([O-])C1=CC=C2C(=CNC2=C1)CC=1C=C(C(=CC1)O)O |r| 4-((6-nitro-1H-indol-3-yl)methyl)benzene-1,2-diol rac-Benzyl-(2R,4R)-2-ethyl-4-(((2-(trimethylsilyl)ethoxy)carbonyl)amino)piperidine-1-carboxylate